5-{2-[2-(4-fluorophenyl)acetyl]-6-[(3R)-3-methyl-1,2,3,4-tetrahydroisoquinoline-2-carbonyl]-2,3-dihydro-1H-isoindol-5-yl}-N-(4-hydroxyphenyl)-N,1,2-trimethyl-1H-pyrrole-3-carboxamide FC1=CC=C(C=C1)CC(=O)N1CC2=CC(=C(C=C2C1)C1=CC(=C(N1C)C)C(=O)N(C)C1=CC=C(C=C1)O)C(=O)N1CC2=CC=CC=C2C[C@H]1C